N-methyl-N'-((5-(trifluoromethyl)pyridin-2-yl)methylene)picolinohydrazide CN(N=CC1=NC=C(C=C1)C(F)(F)F)C(C1=NC=CC=C1)=O